2-(5-((3-(((2-chloro-5-((1-(trifluoromethyl)-1H-pyrazol-4-yl)ethynyl)pyridin-4-yl)amino)methyl)oxetan-3-yl)methoxy)-1-methyl-1H-pyrazol-4-yl)pyrimidin-4-amine ClC1=NC=C(C(=C1)NCC1(COC1)COC1=C(C=NN1C)C1=NC=CC(=N1)N)C#CC=1C=NN(C1)C(F)(F)F